[N+](=O)([O-])C1=CC=C(C=N1)N1CCNCC1 1-(6-nitropyridine-3-yl)piperazine